[Si](C)(C)(C(C)(C)C)O[C@H]([C@@H](NC1=C(C(=C(C=C1)C#N)Cl)C)C1=NN=C(O1)C1=CC=C(C=C1)N1CCN(CC1)C(=O)OC(C)(C)C)C tert-Butyl 4-(4-(5-((1R,2S)-2-((tert-butyldimethylsilyl)oxy)-1-((3-chloro-4-cyano-2-methylphenyl)amino)propyl)-1,3,4-oxadiazol-2-yl)phenyl)piperazine-1-carboxylate